(2-(2H-1,2,3-triazol-2-yl)phenyl)((1S,4R,6R)-6-((5-methylpyridin-2-yl)oxy)-2-azabicyclo[2.2.2]oct-2-yl)methanone N=1N(N=CC1)C1=C(C=CC=C1)C(=O)N1[C@@H]2[C@@H](C[C@H](C1)CC2)OC2=NC=C(C=C2)C